trifluoro-(1-methylcyclopropyl)potassium borate B(O)(O)O.FC1C(C1(C)[K])(F)F